C(#N)C=1C=NC(=NC1)N1C[C@H](N([C@@H](C1)C)C(=O)OC1CC2(CN(C2)CC2=CC=CC=C2)C1)C 2-benzyl-2-azaspiro[3.3]heptan-6-yl (2R,6R)-4-(5-cyanopyrimidin-2-yl)-2,6-dimethylpiperazine-1-carboxylate